C(C)(C)(C)OC(N[C@H](C(=O)NN)CC1CCCCC1)=O (S)-tert-butyl(3-cyclohexyl-1-hydrazinyl-1-oxo-propan-2-yl)carbamate